C(C)(C)(C)N(C(O)=O)[C@H](C(=O)NCCCN=[N+]=[N-])CCCCN(C)C.FC=1C=C(C=CC1Cl)NC(=O)C=1SC(=CC1)CN1N=C(C=C1C)C N-(3-fluoro-4-chlorophenyl)-5-((3,5-dimethyl-1H-pyrazol-1-yl)methyl)thiophene-2-carboxamide Tert-butyl-(S)-(1-((3-azidopropyl)amino)-6-(dimethylamino)-1-oxohexan-2-yl)carbamate